7-(2-methoxyethyl)-2-(pyridin-4-yl)-1h,5h,6h,7h-pyrrolo[3,2-c]Pyridin-4-one COCCC1C2=C(C(NC1)=O)C=C(N2)C2=CC=NC=C2